3-(3-hydroxy-4-methoxyphenyl)acrylic acid OC=1C=C(C=CC1OC)C=CC(=O)O